2-(1H-imidazol-1-yl)-N-(thiazol-5-yl)pyrimidine-4-carboxamide N1(C=NC=C1)C1=NC=CC(=N1)C(=O)NC1=CN=CS1